rac-N-(1-(D-arginyl)piperidin-3-yl)-4-((3-(2,3-difluoro-4-methoxyphenyl)imidazo[1,2-a]pyrazin-8-yl)amino)-2-ethylbenzamide bis(2,2,2-trifluoroacetate) FC(C(=O)O)(F)F.FC(C(=O)O)(F)F.N[C@H](CCCNC(N)=N)C(=O)N1C[C@@H](CCC1)NC(C1=C(C=C(C=C1)NC=1C=2N(C=CN1)C(=CN2)C2=C(C(=C(C=C2)OC)F)F)CC)=O |&1:27|